O=C1NC(CCC1C1=C(C=C(OC2CN(C2)C(=O)OC(C)(C)C)C=C1F)F)=O tert-butyl 3-(4-(2,6-dioxopiperidin-3-yl)-3,5-difluorophenoxy)azetidine-1-carboxylate